C(C1=CC=CC=C1)OC1=CC=C2C(CC3CCCN(C3C2)CCC)=C1O 7-(benzyloxy)-1-propyl-1,2,3,4,4a,5,10,10a-octahydrobenzo[g]quinolin-6-ol